FC(C(=O)O)(F)F.FC(C(=O)O)(F)F.NCC1=CC2=C(C(=NO2)N)C=C1 6-(aminomethyl)benzo[d]isoxazol-3-amine di-trifluoroacetate